trans-2-(4-chloro-3-fluorophenoxy)-N-(4-(4-(4-chlorophenyl)thiazol-2-yl)cyclohexyl)acetamide ClC1=C(C=C(OCC(=O)N[C@@H]2CC[C@H](CC2)C=2SC=C(N2)C2=CC=C(C=C2)Cl)C=C1)F